Br[SH+]C=CC1=CC=CC=C1 bromostyryl-sulfonium